CS(=O)(=O)C=1C=C(C=CC1)C1CCN(CC1)CCC 4-(3-Methanesulphonylphenyl)-1-propylpiperidine